S-(2-methyl-5-(propan-2-ylidene)cyclohexyl)cysteine CC1C(CC(CC1)=C(C)C)SC[C@H](N)C(=O)O